N-(3-(4-methoxybenzamido)phenyl)-4-(pyrimidin-2-yl)piperazine-1-carboxamide COC1=CC=C(C(=O)NC=2C=C(C=CC2)NC(=O)N2CCN(CC2)C2=NC=CC=N2)C=C1